CC1=CC=C(C=C1)S[N-]C(C(C)(C)C)=O N-[(4-methylphenyl)thio]pivaloyl-amide